FC(C)(F)C=1C=C(N=NC1)C(=O)OC methyl 5-(1,1-difluoroethyl)pyridazine-3-carboxylate